((1s,3r)-3-((dimethylamino)methyl)cyclopentyl)methanol CN(C)C[C@H]1C[C@H](CC1)CO